tert-butyl 6-(chlorosulfonyl)-2,6-diazaspiro[3.3]heptane-2-carboxylate ClS(=O)(=O)N1CC2(CN(C2)C(=O)OC(C)(C)C)C1